CN1C(C(=C(C2=CC=CC=C12)N1CCC(CC1)OC1=CC(=CC=C1)C)C#N)=O 1-methyl-4-[4-(3-methylphenoxy)piperidin-1-yl]-2-oxo-1,2-dihydroquinoline-3-carbonitrile